3,6-bis(5-bromothiophen-2-yl)-2,5-bis(2-butyloctyl)pyrrolo[3,4-c]pyrrole-1,4-dione BrC1=CC=C(S1)C=1N(C(C2=C(N(C(C21)=O)CC(CCCCCC)CCCC)C=2SC(=CC2)Br)=O)CC(CCCCCC)CCCC